maleic acid imide C1(C=CC(N1)=O)=O